2-((Tetrahydro-2H-pyran-4-yl)methyl)-2,9-diazaspiro[5.5]undecane dihydrochloride Cl.Cl.O1CCC(CC1)CN1CC2(CCC1)CCNCC2